COCC(=O)ON1C(CCC1=O)=O 2,5-dioxo-pyrrolidin-1-yl 2-methoxy-acetate